3-((3,5-dichloro-4-((6-isopropylaminopyrimidin-4-yl)oxy)phenyl)-amino)propionic acid ClC=1C=C(C=C(C1OC1=NC=NC(=C1)NC(C)C)Cl)NCCC(=O)O